6-(2-hydroxy-6-bromobenzylamino)-9-β-D-arabinofuranosylpurine OC1=C(CNC2=C3N=CN(C3=NC=N2)[C@H]2[C@@H](O)[C@H](O)[C@H](O2)CO)C(=CC=C1)Br